[Si](C)(C)(C(C)(C)C)O[C@H]1C[C@@H](N(C1)C1=NC=NC(=C1)Cl)C=1N=C2N(C=C(C=C2)C2CC2)C1 2-((2R,4S)-4-((tert-butyldimethylsilyl)oxy)-1-(6-chloropyrimidin-4-yl)pyrrolidin-2-yl)-6-cyclopropyl-imidazo[1,2-a]pyridine